4-((2-methyl-4-chlorobenzyl)amino)-2-((1-methyl-1H-pyrazol-4-yl)amino)pyrimidin-5-carboxamide CC1=C(CNC2=NC(=NC=C2C(=O)N)NC=2C=NN(C2)C)C=CC(=C1)Cl